(R)-2-(6-(5-chloro-2-((tetrahydro-2H-pyran-4-yl)amino)pyrimidin-4-yl)-3-oxo-1H-pyrrolo[1,2-c]imidazol-2(3H)-yl)propionic acid ClC=1C(=NC(=NC1)NC1CCOCC1)C=1C=C2N(C(N(C2)[C@@H](C(=O)O)C)=O)C1